ClC=1C=C(C=NC1N1N=CC=N1)NC(=O)C=1C=NN(C1C(F)(F)F)C1=CC(=NC2=CC=CC=C12)OC N-(5-chloro-6-(2H-1,2,3-triazol-2-yl)pyridin-3-yl)-1-(2-methoxyquinolin-4-yl)-5-(trifluoromethyl)-1H-pyrazole-4-carboxamide